2-(4-(trifluoromethyl)phenyl)ethanol FC(C1=CC=C(C=C1)CCO)(F)F